ethylene glycol di(thioglycolate) C(CS)(=O)OCCOC(CS)=O